N[C@@H]1C2=CC=CC=C2CC12CCN(CC2)C2=NC1=C(C=3N2C=CN3)C(=CN1CO)C1=CC=C(C3=CC=CC=C13)O (S)-4-(5-(1-amino-1,3-dihydrospiro[indene-2,4'-piperidin]-1'-yl)-7-(hydroxymethyl)-7H-imidazo[1,2-c]pyrrolo[3,2-e]pyrimidin-9-yl)-1-naphthol